N1NN=CC(C=CC(C=CC=CC(C=C1)=O)=O)=O triazacyclopentadecine-5,8,13(2H)-trione